1-Benzothiophene-2-carboxylic acid S1C(=CC2=C1C=CC=C2)C(=O)O